3-benzylidene-2,3-dihydroquinolone C(C1=CC=CC=C1)=C1C(N=C2C=CC=CC2=C1)=O